tetrahydrotetracene-5,12-dione C1CCCC=2C(C3=CC4=CC=CC=C4C=C3C(C12)=O)=O